10-(Carboxymethyl)-2-(4-ethoxybenzyl)-1,4,7,10-tetraazacyclododecane C(=O)(O)CN1CCNCCNCC(NCC1)CC1=CC=C(C=C1)OCC